FC=1C=C(C=CC1)N1[C@@H]2[C@H](CCC1)N(C[C@@H]2CCOCCOCCI)C2=NC=CC(=C2)N2CCCCC2 (3S,3aS,7aS)-4-(3-fluorophenyl)-3-(2-(2-(2-iodoethoxy)ethoxy)ethyl)-1-(4-(piperidin-1-yl)pyridin-2-yl)octahydro-1H-pyrrolo[3,2-b]pyridine